N[C@H](C(=O)OCC)CC1=CC=CC2=C1COB2O ethyl (2S)-2-amino-3-(1-hydroxy-3H-2,1-benzoxaborol-4-yl)propanoate